NC[C@@H]([C@@H](C1=CC=C(C=C1)F)C1=C(C#N)C=CC=C1)O 2-((1S,2R)-3-amino-1-(4-fluorophenyl)-2-hydroxypropyl)benzonitrile